ClC=1C=C(C=CC1F)NC1=NC=NC2=CC(=C(C=C12)NC(C=C)=O)OCCCN1CCN(CC1)CC=1C(=C2CN(C(C2=CC1)=O)C1C(NC(CC1)=O)=O)F N-(4-((3-chloro-4-fluorophenyl)amino)-7-(3-(4-((2-(2,6-dioxopiperidin-3-yl)-4-Fluoro-1-oxoisoindolin-5-yl)methyl)piperazin-1-yl)propoxy)quinazolin-6-yl)acrylamide